NC1=C(C(=NN1C(CC)C1=NC=C(C=C1)C(F)(F)F)C1CC1)C(=O)N 5-amino-3-cyclopropyl-1-(1-(5-(trifluoromethyl)pyridin-2-yl)propyl)-1H-pyrazole-4-carboxamide